5-((3-bromophenyl)chloromethyl)-1-methyl-1H-tetrazole BrC=1C=C(C=CC1)C(C1=NN=NN1C)Cl